O1CCN(CC1)CC1=CC=C(O1)C(CNNC(NCC)=S)NNC(NCC)=S 2,2'-(1-(5-(morpholinomethyl)furan-2-yl)ethane-1,2-diyl)bis(N-ethylhydrazine-1-thiocarboxamide)